(S)-4-methylbenzyl 4-(4-cyano-2-methoxyphenyl)-2,8-dimethyl-5-oxo-1,4,5,6-tetrahydro-1,6-naphthyridine-3-carboxylate C(#N)C1=CC(=C(C=C1)[C@@H]1C(=C(NC=2C(=CNC(C12)=O)C)C)C(=O)OCC1=CC=C(C=C1)C)OC